(S)-3-(5-methoxy-6-oxo-6,8-dihydro-2H,7H-spiro[furo[2,3-e]isoindole-3,4'-piperidin]-7-yl)piperidine-2,6-dione COC=1C=C2C(=C3CN(C(C13)=O)[C@@H]1C(NC(CC1)=O)=O)OCC21CCNCC1